2-{[4-({2-[(4-cyano-2-fluorophenoxy)methyl]pyrimidin-4-yl}oxy)-2,5-difluorophenyl]methyl}-4-fluoro-1-{[(2S)-oxetan-2-yl]methyl}-1H-1,3-benzodiazole-6-carboxylic acid C(#N)C1=CC(=C(OCC2=NC=CC(=N2)OC2=CC(=C(C=C2F)CC2=NC3=C(N2C[C@H]2OCC2)C=C(C=C3F)C(=O)O)F)C=C1)F